4-((2S)-4-hydroxy-4-(3-hydroxypropyl)piperidin-2-yl)benzoic acid methyl ester COC(C1=CC=C(C=C1)[C@H]1NCCC(C1)(CCCO)O)=O